(S)-benzyl 2-(2,6-dichloro-4-(4-phenyl-1H-imidazol-1-yl)benzamido)-3-(3-((R)-2,3-dihydro-1H-inden-1-yl)ureido)propanoate ClC1=C(C(=O)N[C@H](C(=O)OCC2=CC=CC=C2)CNC(=O)N[C@@H]2CCC3=CC=CC=C23)C(=CC(=C1)N1C=NC(=C1)C1=CC=CC=C1)Cl